CC=1OC(=NN1)C1=CC=NC=C1 2-methyl-5-(pyridin-4-yl)-1,3,4-oxadiazole